CN1C[C@@H]2C([C@@H]2C1)CNC=1C(=CNC(C1)=O)C(=O)N 4-((((1R,5s,6s)-3-methyl-3-azabicyclo[3.1.0]hex-6-yl)methyl)amino)-6-oxo-1,6-dihydropyridine-3-carboxamide